FC(C1=CC=C(OC2=CC=C(C=C2)C2CCN(CC2)C(=O)OC(C)(C)C)C=C1)(F)F tert-butyl 4-(4-(4-(trifluoromethyl)phenoxy)phenyl)piperidine-1-carboxylate